N-(3-iodophenyl)-2-propenamide IC=1C=C(C=CC1)NC(C=C)=O